4-(carboxymethylene)-2,2,6,6-tetraethylpiperidin C(=O)(O)C=C1CC(NC(C1)(CC)CC)(CC)CC